CC1=CC=2C3=C(NC2C=C1)C(N(C=N3)CCC(=O)N3CCN(CC3)C=3C=C(C#N)C=CC3)=O 3-(4-(3-(8-methyl-4-oxo-4,5-dihydro-3H-pyrimido[5,4-b]indol-3-yl)propanoyl)piperazin-1-yl)benzonitrile